7-{3-[(5-methoxypyridin-2-yl)carbamoyl]azetidin-1-yl}-5-methyl-4-oxo-1-(1,3-thiazol-2-yl)-1,4-dihydro-1,8-naphthyridine-3-carboxylic acid COC=1C=CC(=NC1)NC(=O)C1CN(C1)C1=CC(=C2C(C(=CN(C2=N1)C=1SC=CN1)C(=O)O)=O)C